FC1(CCC(CC1)[C@H](NC(=O)C1=NON=C1C)C=1N=C2N(N=CC(=C2)C[C@@H]2C(N[C@H](CC2)C(F)(F)F)=O)C1)F |o1:26,29| N-((S)-(4,4-difluorocyclohexyl)(7-(((3R*,6R*)-2-oxo-6-(trifluoromethyl)piperidin-3-yl)methyl)imidazo[1,2-b]pyridazin-2-yl)methyl)-4-methyl-1,2,5-oxadiazole-3-carboxamide